(4-(2-acetamidoethyl)-6-cyclopropyloxynaphthalen-2-yl)boronic acid C(C)(=O)NCCC1=CC(=CC2=CC=C(C=C12)OC1CC1)B(O)O